Cl.Cl.FC1(CCN(CC1)S(=O)(=O)C=1C=NN2C1CNCC2)F 4,4-difluoro-1-{4H,5H,6H,7H-pyrazolo[1,5-a]pyrazine-3-sulfonyl}piperidine hydrochloride hydrochloride